CN(C)CC1=CC=C(C=C1)C1=C(C=2C(=NC=CC2OCC)N1)C1=CC=C2CCN(C2=C1)C(C=C)=O 1-(6-(2-(4-((dimethylamino)methyl)phenyl)-4-ethoxy-1H-pyrrolo[2,3-b]pyridin-3-yl)indolin-1-yl)prop-2-en-1-one